[C@@H]12N(C[C@@H](NC1)C2)C2=C(C=C(C(=C2)CO)F)C=2C(=NC(=NC2)C2=C(C=CC=C2OC)F)C(=O)N (2-((1S,4S)-2,5-diazabicyclo[2.2.1]hept-2-yl)-5-fluoro-4-(hydroxymethyl)phenyl)-2-(2-fluoro-6-methoxyphenyl)pyrimidine-4-carboxamide